4-(5,6,7,8-tetrahydroquinolin-8-yl)butane-1,4-diamine N1=CC=CC=2CCCC(C12)C(CCCN)N